C(C)OC(=O)C=1OC2=C(C1C)C=C(C=C2)S(N(CCC2=CC=CC=C2)CC2=C(C=C(C=C2)Cl)Cl)(=O)=O 3-methyl-5-(N-(2,4-dichlorobenzyl)-N-phenethylsulfamoyl)benzofuran-2-carboxylic acid ethyl ester